COC=1C=C(C=CC1)C=CC(=O)C1=C(C(=C(C=C1)OC)OC)OC 3-(3-methoxyphenyl)-1-(2,3,4-trimethoxyphenyl)prop-2-en-1-one